N-(7-((2R,3R,4S,5R)-5-fluoro-3,4-dihydroxy-5-(iodomethyl)tetrahydrofuran-2-yl)-7H-pyrrolo[2,3-d]pyrimidin-4-yl)benzamide F[C@]1([C@H]([C@H]([C@@H](O1)N1C=CC2=C1N=CN=C2NC(C2=CC=CC=C2)=O)O)O)CI